NC1=NC=CC=C1C1=NC=2C(=NC(=CC2)C(F)(F)F)N1C1=CC=C(CNC(=O)C2=CC=C(C(=O)O)C=C2)C=C1 4-((4-(2-(2-aminopyridin-3-yl)-5-(trifluoromethyl)-3H-imidazo[4,5-b]pyridin-3-yl)benzyl)carbamoyl)benzoic acid